N-((anilino)ethyl)benzoxazolone N(C1=CC=CC=C1)CCN1C(OC2=C1C=CC=C2)=O